N1N=NC(=C1)CCOCCN 2-(2-(1,2,3-triazolyl)ethoxy)ethanamine